4-Methyl-6-(4-((3-(4-methylpiperazin-1-yl)benzyl)amino)piperidin-1-yl)pyrimidin-2-amine CC1=NC(=NC(=C1)N1CCC(CC1)NCC1=CC(=CC=C1)N1CCN(CC1)C)N